BrC1=CC2=CN(N=C2C=C1OC1CCC1)[C@@]12CO[C@@](CC1)(C2)C 5-bromo-6-(cyclobutoxy)-2-[(1S,4S)-1-methyl-2-oxabicyclo[2.2.1]heptan-4-yl]indazole